N-(3-ethylpentanoyl)-O-(trans-3-(2-(5,6,7,8-tetrahydro-1,8-naphthyridin-2-yl)ethyl)cyclobutyl)-D-homoserine C(C)C(CC(=O)N[C@H](CCO[C@@H]1C[C@H](C1)CCC1=NC=2NCCCC2C=C1)C(=O)O)CC